[Si](C1=CC=CC=C1)(C1=CC=CC=C1)(C(C)(C)C)OCC(CO)C 3-((tert-Butyldiphenylsilyl)oxy)-2-methylpropan-1-ol